CC1=C(C=CC=C1C)C1=C(C=C2C(=N1)C(=NN2CC2=CC=C(C=C2)OC)C=2C=NNC2)OC (2,3-dimethylphenyl)-6-methoxy-1-(4-methoxybenzyl)-3-(1H-pyrazol-4-yl)-1H-pyrazolo[4,3-b]pyridine